N[C@@H]1C2=CC=CC=C2CC12CCN(CC2)C2=NC(=C1C(=N2)NN=C1C1=C(C2=C(N(N=C2C=C1)C)Cl)Cl)C(=O)N (S)-6-(1-amino-1,3-dihydrospiro[indene-2,4'-piperidine]-1'-yl)-3-(3,4-dichloro-2-methyl-2H-indazol-5-yl)-1H-pyrazolo[3,4-d]pyrimidine-4-carboxamide